N1C=C(C2=CC=CC=C12)C1=CC(=NC=N1)NC=1C=C(C=CC1)NC(CCCCCCCCNC(COC1=C2C(N(C(C2=CC=C1)=O)C1C(NC(CC1)=O)=O)=O)=O)=O N-(3-((6-(1H-indol-3-yl)pyrimidin-4-yl)amino)phenyl)-9-(2-((2-(2,6-dioxopiperidin-3-yl)-1,3-dioxoisoindolin-4-yl)oxy)acetamido)nonanamide